C1(CCCC1)NC(=O)C1=CC2=C(N=C(S2)N2CCN(C3(CC3)C2)C)C=C1 N-cyclopentyl-2-(4-methyl-4,7-diazaspiro-[2.5]octan-7-yl)benzo-[d]thiazole-6-carboxamide